CC1(C(=CCC1C)C)CC(=O)OCCC n-propyl (1,2,5-trimethyl-2-cyclopentenyl)acetate